N-(5-((2-(2,2-dimethylpyrrolidin-1-yl)ethyl)carbamoyl)-2-methylphenyl)-2-(1-methyl-1H-pyrazol-4-yl)-1H-pyrrolo[2,3-b]pyridine-5-carboxamide CC1(N(CCC1)CCNC(=O)C=1C=CC(=C(C1)NC(=O)C=1C=C2C(=NC1)NC(=C2)C=2C=NN(C2)C)C)C